4-dehydro-6-deoxy-D-glucose O=C[C@H](O)[C@@H](O)C(=O)[C@H](O)C